2-((2-ethylhexyl)amino)-ethyl-phosphonic acid di(2-ethylhexyl) ester C(C)C(COP(OCC(CCCC)CC)(=O)CCNCC(CCCC)CC)CCCC